5-[2-Cyclopropyl-6-(trifluoromethyl)pyridin-4-yl]-N7-{[1-(methoxymethyl)cyclobutyl]methyl}-N7-methyl-1H-imidazo[4,5-b]pyridine-2,7-diamine C1(CC1)C1=NC(=CC(=C1)C1=CC(=C2C(=N1)N=C(N2)N)N(C)CC2(CCC2)COC)C(F)(F)F